(4-amino-2-{[6-(difluoromethoxy)pyridin-3-yl]amino}-1,3-thiazol-5-yl)[6-(difluoromethoxy)pyridin-3-yl]methanone NC=1N=C(SC1C(=O)C=1C=NC(=CC1)OC(F)F)NC=1C=NC(=CC1)OC(F)F